5-[6-(1,1-difluoroethyl)-3-ethylsulfonyl-indazol-2-yl]-1-(2,2,3,3,3-pentafluoropropyl)-pyrazolo[3,4-c]pyridine FC(C)(F)C=1C=CC2=C(N(N=C2C1)C=1C=C2C(=CN1)N(N=C2)CC(C(F)(F)F)(F)F)S(=O)(=O)CC